C(C)(C)(C)C=1C=C(NN1)NC(=O)NC1=CC=C(C=C1)N1C=NC2=C1C=CC(=C2)OCCCCCC#CC2=C1CN(C(C1=CC=C2)=O)C2C(NC(CC2)=O)=O (5-tert-butyl-2H-pyrazol-3-yl)-3-[4-(5-{7-[2-(2,6-dioxopiperidin-3-yl)-1-oxo-2,3-dihydro-1H-isoindol-4-yl]-hept-6-ynyloxy}-benzimidazol-1-yl)-phenyl]-urea